FC=1C=NC(=NC1)SCC(C(=O)C1OC2=C(CNC1)C=NC=C2C#N)(C)C 3-(5-fluoropyrimidin-2-yl)sulfanyl-2,2-dimethyl-propanoyl-3,5-dihydro-2H-pyrido[3,4-f][1,4]oxazepine-9-carbonitrile